C(C)OC(=O)C=1C2=C(N(N=C2C=CC1)CCN1CCN(CC1)C)C1=C(C=C(C=C1)C)Cl (2-chloro-4-methylphenyl)-2-[2-(4-methylpiperazin-1-yl)ethyl]Indazole-4-carboxylic acid ethyl ester